isoxazolo[5,4-b]pyridine-5-carboxylate O1N=CC=2C1=NC=C(C2)C(=O)[O-]